BrC1=CC(=C(C=C1)C1=CC=C(C=C1)Br)[N+](=O)[O-] 4,4'-dibromo-2-nitrobiphenyl